ClC1=C(C=NN1[C@@H]1[C@H](CN(CC1)C1COC1)F)NC=1C=C(C2=C(N1)NC=C2C(F)(F)F)NCC N6-(5-chloro-1-((3S,4S)-3-fluoro-1-(oxetan-3-yl)piperidin-4-yl)-1H-pyrazol-4-yl)-N4-ethyl-3-(trifluoromethyl)-1H-pyrrolo[2,3-b]pyridine-4,6-diamine